3-ethyl-3-[3'-(trimethoxysilyl)propyl]methoxyoxetane C(C)C1(COC1)OCCCC[Si](OC)(OC)OC